N1-(6-(4-(2,2,2-trifluoroethyl)piperazin-1-yl)naphthalen-2-yl)cyclobutane-1,3-diamine FC(CN1CCN(CC1)C=1C=C2C=CC(=CC2=CC1)NC1CC(C1)N)(F)F